triazine zinc salt compound with p-hydroxybromobenzene OC1=CC=C(C=C1)Br.[Zn].N1=NN=CC=C1